NC=1C=C(C=CC1)C=1C=C2C(=CN1)N(N=C2C(=O)OC)COCC[Si](C)(C)C Methyl 5-(3-aminophenyl)-1-((2-(trimethylsilyl)ethoxy) methyl)-1H-pyrazolo[3,4-c]pyridine-3-carboxylate